C(C1=CC=CC=C1)OC1=C(C=C2C(=NC=NC2=C1)OC1=C(C=C(N)C=C1)F)OC 4-((7-(benzyloxy)-6-Methoxyquinazolin-4-yl)oxy)-3-fluoroaniline